C(C)(C)OC([C@@](CC(=CC#N)C)(C1=CC=C(C=C1)Br)NC(=O)OCC1=CC=CC=C1)=O (R)-2-(((benzyloxy)carbonyl)amino)-2-(4-bromophenyl)-5-cyano-4-methylpent-4-enoic acid isopropyl ester